3-(5-(((1R,2R,3R)-rel-2-((4,4-difluorocyclohexyl)amino)-3-methoxycyclohexyl)methyl)-1-oxoisoindolin-2-yl)piperidine-2,6-dione FC1(CCC(CC1)N[C@@H]1[C@H](CCC[C@H]1OC)CC=1C=C2CN(C(C2=CC1)=O)C1C(NC(CC1)=O)=O)F |o1:8,9,13|